C[C@H]1[C@H]2[C@H](C[C@H]3[C@@H]4CC[C@H]5C[C@H](CC[C@]5(C)[C@H]4CC[C@]23C)O)O[C@]12CC[C@@H](C)CO2 (3β,5α,25R)-Spirostan-3-ol